C(CCC)C1=CC(OC2=C(C(=CC=C12)OCCBr)C(=O)N1CCCC2=CC=CC=C12)=O 4-butyl-7-(2-bromoethoxy)-8-(1,2,3,4-tetrahydroquinoline-1-carbonyl)-2H-chromen-2-one